1-(7-(8-ethyl-7-fluoro-3-hydroxynaphthalen-1-yl)-8-fluoro-2-(((2R,7aS)-2-fluorohexahydro-1H-pyrrolizin-7a-yl)methoxy)pyrido[4,3-d]pyrimidin-4-yl)piperidine-4-carbonitrile C(C)C=1C(=CC=C2C=C(C=C(C12)C1=C(C=2N=C(N=C(C2C=N1)N1CCC(CC1)C#N)OC[C@]12CCCN2C[C@@H](C1)F)F)O)F